Lignoceryl Erucate C(CCCCCCCCCCC\C=C/CCCCCCCC)(=O)OCCCCCCCCCCCCCCCCCCCCCCCC